C1=CC(=CC=C1[C@H]2[C@@H]([C@@H]([C@H](O2)COP(=O)(O)O)O)O)N The molecule is a ribose monophosphate that is 4-(beta-D-ribofuranosyl)aminobenzene carrying a single monophospate substituent at position 5'. It is a ribose monophosphate, a C-glycosyl compound and a substituted aniline. It is a conjugate acid of a 4-(beta-D-ribofuranosyl)aminobenzene 5'-phosphate(2-).